COC(N[C@H](C)C1=CC=2C(=NC=3C(=C(C(=CC3C2N1[C@H]1[C@H]2CN[C@@H]1C2)CCC#N)C2=C(C(=CC=C2)Cl)Cl)F)C)=O ((1R)-1-(1-((1R,4R,5S)-2-azabicyclo[2.1.1]hexan-5-yl)-8-(2-cyanoethyl)-7-(2,3-dichlorophenyl)-6-fluoro-4-methyl-1H-pyrrolo[3,2-c]quinolin-2-yl)ethyl)carbamic acid methyl ester